1-(fluorosulfonyl)-2,3-dimethyl-1H-imidazole triflate OS(=O)(=O)C(F)(F)F.FS(=O)(=O)N1C(N(C=C1)C)C